fluorobutanesulfonic acid sodium salt [Na+].FC(CCC)S(=O)(=O)[O-]